C1(=CC=CC=C1)C(C)OC(C(=C)C)=O 1-phenylethylmethacrylat